C(C=C)(=O)O.C(C=C)(=O)O.C(C=C)(=O)O.N1C(=O)NC(=O)NC1=O Isocyanuric acid triacrylate